C(C)N(CC)CC1=C(CNC(=O)C=2C=C(C=CC2)CCCC2=C(C(=O)N)C=CC=C2)C=CC=C1 3-(2-((diethylamino)methyl)benzylcarbamoyl)phenylpropyl-benzamide